N-(3-(1-(4-methyl-4H-1,2,4-triazol-3-yl)propan-2-yl)phenyl)pyridinecarboxamide CN1C(=NN=C1)CC(C)C=1C=C(C=CC1)NC(=O)C1=NC=CC=C1